C(CCCCC=O)=O hexane-6,1-diOne